4-(2-bromo-3-ethyl-1H-indol-5-yl)piperidine-1-carboxylic acid tert-butyl ester C(C)(C)(C)OC(=O)N1CCC(CC1)C=1C=C2C(=C(NC2=CC1)Br)CC